(2R,6R)-4-(8-bromo-5-quinolyl)-6-methyl-N-(1-methyl-4-piperidyl)morpholine-2-carboxamide BrC=1C=CC(=C2C=CC=NC12)N1C[C@@H](O[C@@H](C1)C)C(=O)NC1CCN(CC1)C